1-(difluoromethyl)-3-nitro-5-propyl-1H-pyrazole FC(N1N=C(C=C1CCC)[N+](=O)[O-])F